FC1=C(C(=O)NC2=CC=C(C=C2)CS(=O)(=O)C2=CC=C(C)C=C2)C=C(C=C1)B1OC(C(O1)(C)C)(C)C 2-Fluoro-5-(4,4,5,5-tetramethyl-1,3,2-dioxaborolan-2-yl)-N-(4-(tosylmethyl)phenyl)-benzamide